1,3-diethyl-N-(3-methylthiobutan-3-yl)-2,4-dioxoquinazoline-6-sulfonamide C(C)N1C(N(C(C2=CC(=CC=C12)S(=O)(=O)NC(CC)(C)SC)=O)CC)=O